4-(2-chloroethylamino)-L-phenylalanine ClCCNC1=CC=C(C[C@H](N)C(=O)O)C=C1